4-[4-(trifluoromethyl)phenyl]-1,3-oxazole FC(C1=CC=C(C=C1)C=1N=COC1)(F)F